tert-butylcarbamic acid C(C)(C)(C)NC(O)=O